FC(CN1N=CC(=C1)N1CC=2C(=NC=CC2C1=O)C1=C(C=C(C=C1)F)OCC(F)(F)F)F 2-[1-(2,2-difluoroethyl)-1H-pyrazol-4-yl]-4-[4-fluoro-2-(2,2,2-trifluoroethoxy)phenyl]-2,3-dihydro-1H-pyrrolo[3,4-c]pyridin-1-one